3-methyl-4'-phenylBenzophenone CC=1C=C(C(=O)C2=CC=C(C=C2)C2=CC=CC=C2)C=CC1